FC1=C(C(=CC(=C1)C=1C2=C(C(N(C1)C)=O)N(N=C2)CC2=CC=C(C=C2)OC)OC)CC2CCN(CC2)C(=O)OC(C)(C)C tert-butyl 4-[[2-fluoro-6-methoxy-4-[1-[(4-methoxyphenyl)methyl]-6-methyl-7-oxo-pyrazolo[3,4-c]pyridin-4-yl]phenyl]methyl]piperidine-1-carboxylate